Diallyl-dimethyl-ammonium triflate [O-]S(=O)(=O)C(F)(F)F.C(C=C)[N+](C)(C)CC=C